FC(N1N=CC(=C1)[S@](=O)(N)=NC(NC1=C2C(=NC3=C1CCC3)C(CC2)(C)C)=O)F (S)-1-(Difluoromethyl)-N'-((3,3-dimethyl-1,2,3,5,6,7-hexahydrodicyclopenta[b,e]pyridin-8-yl)carbamoyl)-1H-pyrazole-4-sulfonimidamide